NC1=C(C=CC=C1)NC(C1=CC=C(C=C1)CCCN1CCC(CC1)CN[C@H]1[C@@H](C1)C1=CC=C(C=C1)F)=O N-(2-aminophenyl)-4-(3-(4-((((1R,2S)-2-(4-fluorophenyl)cyclopropyl)amino)methyl)piperidin-1-yl)propyl)benzamide